FC(C(=O)O)(F)F.FC(C(=O)O)(F)F.N1=NN=NC1=O Tetrazol-5-one di-trifluoroacetate